C1(=CC=CC=C1)N(C(OCC(C(COC(N(C1=CC=CC=C1)C1=CC=CC=C1)=O)C(C)C)C(C)C)=O)C1=CC=CC=C1 2,3-diisopropylbutane-1,4-diyl bis(diphenylcarbamate)